OC(C)(C)C1=CC(=CC2=CC=CC=C12)C(C)(C)O 1,3-bis(α-hydroxyisopropyl)naphthalene